C1(CC1)[C@H](C)N1C(C2=C(C=C(C=C2C1)C1=CC(=NN1COCC[Si](C)(C)C)NC(C)=O)S(NC)(=O)=O)=O (S)-N-(5-(2-(1-cyclopropylethyl)-7-(N-methylsulfamoyl)-1-oxoisoindol-5-yl)-1-((2-(trimethylsilyl)ethoxy)methyl)-1H-pyrazol-3-yl)acetamide